1-(7-(8-ethyl-7-fluoro-3-hydroxynaphthalen-1-yl)-8-fluoro-2-((1-(morpholinomethyl)cyclopropyl)methoxy)-6-nitroquinazolin-4-yl)-3-methylpiperidin-3-ol C(C)C=1C(=CC=C2C=C(C=C(C12)C1=C(C=C2C(=NC(=NC2=C1F)OCC1(CC1)CN1CCOCC1)N1CC(CCC1)(O)C)[N+](=O)[O-])O)F